3-(difluoromethoxy)-4-fluoroaniline hydrochloride Cl.FC(OC=1C=C(N)C=CC1F)F